(3R,4R)-1-(cyclopropylsulfonyl)-4-((5-fluoro-7-(5-(2,2,2-trifluoroethyl)pyridin-2-yl)pyrrolo[2,1-f][1,2,4]triazin-2-yl)amino)piperidin-3-ol C1(CC1)S(=O)(=O)N1C[C@H]([C@@H](CC1)NC1=NN2C(C=N1)=C(C=C2C2=NC=C(C=C2)CC(F)(F)F)F)O